(αs)-3-chloro-α,4-difluoro-phenylpropionic acid ClC=1C=C(C=CC1F)[C@](C(=O)O)(C)F